NC1(CCN(CC1)C=1N=C(C2=C(N1)NC=C2C2=C(C1=C(N(N=C1C=C2)C)Cl)Cl)C#N)C2=CC=CC=C2 2-(4-amino-4-phenylpiperidin-1-yl)-5-(3,4-dichloro-2-methyl-2H-indazol-5-yl)-7H-pyrrolo[2,3-d]pyrimidine-4-carbonitrile